6-oxa-2-azaspiro[4.5]decane-2-carboxylate C1N(CCC12OCCCC2)C(=O)[O-]